CC=1C(=NN(C1C(=O)OC(C)C1=C(C=C(C=C1F)Cl)F)C1=CC=C(C=C1)F)S(N)(=O)=O 1-(4-Chloro-2,6-difluorophenyl)ethan-1-ol methyl-1-(4-fluorophenyl)-3-sulfamoyl-1H-pyrazole-5-carboxylate